2-{methyl[6-octyl-4-(pyridin-3-yloxy)quinolin-2-yl]amino}acetic acid CN(CC(=O)O)C1=NC2=CC=C(C=C2C(=C1)OC=1C=NC=CC1)CCCCCCCC